C1(CC1)C1=CC(=C(NC2=C(C(=O)N)C=C(C(=C2F)F)CC2=C(C(=NC=C2)S(NC2(CCC2)C)(=O)=O)F)C=C1)F 2-(4-cyclopropyl-2-fluoroanilino)-3,4-difluoro-5-[[3-fluoro-2-[(1-methylcyclobutyl)sulfamoyl]pyridin-4-yl]methyl]benzamide